ClC1=C(C(=CC=C1)Cl)COC=1C=NC(=NC1)N1CC(N(CC1)C)=O 4-{5-[(2,6-dichlorophenyl)methoxy]pyrimidin-2-yl}-1-methylpiperazin-2-one